P(=O)(O)(O)O.C1=CC=CC=2OC3=CC=CC=C3CC12 xanthene monophosphate